methyl 4-(2-(1H-imidazol-5-yl)ethoxy)-3-bromobenzoate N1C=NC=C1CCOC1=C(C=C(C(=O)OC)C=C1)Br